2-trifluoromethylbenzoic acid-(docosahexaenamidoethyl) ester C(C=CC=CC=CC=CC=CC=CCCCCCCCCC)(=O)NCCOC(C1=C(C=CC=C1)C(F)(F)F)=O